(R)-oxetan O1CCC1